N1=BN=CC=C1 racemic-mono-azaborazine